2-morpholinoethyl 6-[3-(6-methyl-2-pyridyl)-1H-pyrazol-4-yl]-1,5-naphthyridine-4-carboxylate CC1=CC=CC(=N1)C1=NNC=C1C=1N=C2C(=CC=NC2=CC1)C(=O)OCCN1CCOCC1